F[P-](F)(F)(F)(F)F.CN(C)C([NH+](C)C)ON1N=NC=2C1=NC=CC2 (dimethylamino)-N,N-dimethyl(3H-[1,2,3]triazolo[4,5-b]pyridin-3-yloxy)methanaminium hexafluorophosphate